2,3-dihydroxy-6-nitro-7-sulfamoyl-benzo(f)quinoxaline OC=1C(=NC=2C=C(C3=C(C2N1)C=CC=C3S(N)(=O)=O)[N+](=O)[O-])O